FC1(CCN(CC1)C=1N=C(C=C2C=CC(=NC12)C)NC(C1=C(C=C(C=C1)I)N1CCC2(CC2)CC1)=O)F N-(8-(4,4-difluoropiperidin-1-yl)-2-methyl-1,7-naphthyridin-6-yl)-4-iodo-2-(6-azaspiro[2.5]octan-6-yl)benzamide